Dimethyl-decalin vanadium (V) [V+5].CC12CCCCC2(CCCC1)C